C1(CCCC1)N1N=CC2=C1N=C(NC2=O)CC2=C(OCC(=O)N(CC)CC)C=CC=C2 2-[2-(1-cyclopentyl-4-oxo-4,5-dihydro-1H-pyrazolo[3,4-d]pyrimidin-6-ylmethyl)-phenoxy]-N,N-diethyl-acetamide